ClC(Cl)(Cl)C1=NC=NC=N1 (trichloromethyl)-1,3,5-triazine